3,4'-bis(4-carboxyphenoxy)p-terphenyl C(=O)(O)C1=CC=C(OC=2C=C(C=CC2)C2=CCC(C=C2)(C2=CC=CC=C2)OC2=CC=C(C=C2)C(=O)O)C=C1